(S)-N-(4-cyano-3-(trifluoromethyl)phenyl)-3-(3-fluoro-9H-carbazol-9-yl)-2-hydroxy-2-methylpropanamide C(#N)C1=C(C=C(C=C1)NC([C@@](CN1C2=CC=CC=C2C=2C=C(C=CC12)F)(C)O)=O)C(F)(F)F